7,14-dioxa-4,10,19,20-tetraazatetracyclo[13.5.2.12,6.018,21]tricosa-1(20),2,4,6(23),15,17,21-heptaene C=12C3=CN=CC(OCCNCCCOC4=CC=C(NN1)C2=C4)=C3